3,5-di-tert-butyl-phenyl-boric acid C(C)(C)(C)C=1C=C(C=C(C1)C(C)(C)C)OB(O)O